tert-butyl 4-[2-[6-[2-cyano-3-[[ethyl(methyl)sulfamoyl]amino]-6-fluoro-phenoxy]-4-oxo-quinazolin-3-yl]ethyl]-4-fluoro-piperidine-1-carboxylate C(#N)C1=C(OC=2C=C3C(N(C=NC3=CC2)CCC2(CCN(CC2)C(=O)OC(C)(C)C)F)=O)C(=CC=C1NS(N(C)CC)(=O)=O)F